N-(3,5-dichloropyridin-4-yl)-3-ethoxy-4-difluoromethoxybenzamide ClC=1C=NC=C(C1NC(C1=CC(=C(C=C1)OC(F)F)OCC)=O)Cl